NCCCN=S(=O)(C1=C(C=C(C=C1)NC=1C=2N(C=CN1)C(=CN2)C=2C(=NNC2)C(F)(F)F)C)C ((3-Aminopropyl)imino)(methyl)(2-methyl-4-((3-(3-(trifluoromethyl)-1H-pyrazol-4-yl)imidazo[1,2-a]pyrazin-8-yl)amino)phenyl)-λ6-sulfanone